N-{4-[({(1S)-1-[3,5-bis(trifluoromethyl)phenyl]ethyl}carbamothioyl)amino]phenyl}-1,3-thiazole-4-carboxamide FC(C=1C=C(C=C(C1)C(F)(F)F)[C@H](C)NC(=S)NC1=CC=C(C=C1)NC(=O)C=1N=CSC1)(F)F